CC(C(=O)C1=C(SC=C1)C(=O)O)C (2-methylpropanoyl)thiophene-2-carboxylic acid